CN1CCN(CCC1)C1=NC=2N3C4=CC=CC=C4SC3=C(C(C2C=C1)=O)C(=O)OCC ethyl 4-(4-methyl-1,4-diazepan-1-yl)-8-oxo-11-thia-1,3-diazatetracyclo[8.7.0.02,7.012,17]heptadeca-2(7),3,5,9,12,14,16-heptaene-9-carboxylate